(S)-5-iodo-4-methyl-1-(tetrahydrofuran-3-yl)-1H-pyrazole IC1=C(C=NN1[C@@H]1COCC1)C